O1COC2=CN(CC=C21)C(=O)[O-] [1,3]dioxolo[4,5-c]pyridine-5(6H)-carboxylate